FC1=C(CN2C(C3=NC=CC=C3C2=O)([2H])[2H])C(=CC(=C1)C=1C2=CN(N=C2C(=CC1)OCCOC)C)F 6-(2,6-difluoro-4-(7-(2-methoxyethoxy)-2-methyl-2H-indazol-4-yl)benzyl)-6,7-dihydro-5H-pyrrolo[3,4-b]pyridin-5-one-7,7-d2